5,5'-di-(1,3-dioxolan-2-yl)-2,2'-bifuran O1C(OCC1)C1=CC=C(O1)C=1OC(=CC1)C1OCCO1